(S)-N-methyl-2-(3-propylphenoxy)propan-1-amine CNC[C@H](C)OC1=CC(=CC=C1)CCC